FC1=CC(=C(C=C1)N1CN(C(C2=CC(=CC=C12)C(F)(F)F)=O)C=1C=CC(=NC1C)NC(C)=O)C N-(5-(1-(4-fluoro-2-methylphenyl)-4-oxo-6-(trifluoromethyl)-1,4-dihydroquinazolin-3(2H)-yl)-6-methylpyridin-2-yl)acetamide